Cl.FC(=C(OC1=C(C=C(CCN)C=C1OC)OC)C)F 4-(2,2-Difluoro-1-methyl-vinyloxy)-3,5-dimethoxyphenethylamine hydrochloride